bis(trimethylsilyl)aniline C[Si](C)(C)N(C1=CC=CC=C1)[Si](C)(C)C